3-propylamid CCC[NH-]